Cl.NC=1C2=C(N=CN1)N(C(=C2C2=CC(=C(C=C2)OC2=NC=CC(=N2)C)F)C2=CC=C(C=C2)NC(C(=C)C)=O)C N-(4-(4-amino-5-(3-fluoro-4-((4-methylpyrimidin-2-yl)oxy)phenyl)-7-methyl-7H-pyrrolo[2,3-d]pyrimidin-6-yl)phenyl)methacrylamide hydrochloride salt